(cis-3-(methyl-(7H-pyrrolo[2,3-d]pyrimidin-4-yl)amino)cyclobutyl)propane-1-sulfonamide CN([C@H]1C[C@H](C1)C(CC)S(=O)(=O)N)C=1C2=C(N=CN1)NC=C2